2-bromo-5-(1H-imidazol-2-ylamino)-N,N-dimethyl-benzenesulfonamide BrC1=C(C=C(C=C1)NC=1NC=CN1)S(=O)(=O)N(C)C